9-Ethyl-7-fluoro-8-(6-fluoro-1-methylsulfonyl-1H-indol-4-yl)-1,4,4-trimethyl-5H-[1,2,4]triazolo[4,3-a]quinoxaline C(C)C=1C(=C(C=C2NC(C=3N(C12)C(=NN3)C)(C)C)F)C3=C1C=CN(C1=CC(=C3)F)S(=O)(=O)C